Br.NCC1=NN=C(S1)C=1N(C=2C=CC=C(C2C1)NC1CCN(CC1)C)CC(F)(F)F 2-(5-(aminomethyl)-1,3,4-thiadiazol-2-yl)-N-(1-methylpiperidin-4-yl)-1-(2,2,2-trifluoroethyl)-1H-indol-4-amine hydrobromide